1-(3-(1-(2-((2-(2,6-dioxopiperidin-3-yl)-1,3-dioxoisoindolin-4-yl)oxy)acetyl)piperidin-4-yl)propyl)-N4-(2-(((S)-2-methylpyrrolidin-1-yl)methyl)-1H-benzo[d]imidazol-5-yl)terephthalamide O=C1NC(CCC1N1C(C2=CC=CC(=C2C1=O)OCC(=O)N1CCC(CC1)CCCC1(C(=O)N)CC=C(C(=O)NC2=CC3=C(NC(=N3)CN3[C@H](CCC3)C)C=C2)C=C1)=O)=O